[Si](C)(C)(C(C)(C)C)OC[C@H]1N(CC(CC1)=C)C(=O)OCC1=CC=CC=C1 benzyl (S)-2-(((tert-butyldimethylsilyl) oxy) methyl)-5-methylenepiperidine-1-carboxylate